FC=1C(=CC2=C(N=C(O2)NC2=NC3=C(N2C)C=CC(=C3)C(=O)NCCO)C1)C(F)(F)F 2-((5-fluoro-6-(trifluoro-methyl)benzo[d]oxazol-2-yl)amino)-N-(2-hydroxyethyl)-1-methyl-1H-benzo[d]imidazole-5-carboxamide